ClC=1C=C(C=CC1Cl)N1CC2CC2C1 3-(3,4-dichlorophenyl)-3-azabicyclo[3.1.0]hexan